CC/C=C\\C/C=C\\C/C=C\\C=C\\C(C/C=C\\C/C=C\\CCC(=O)[O-])OO The molecule is a docosanoid anion that is the conjugate base of (4Z,7Z,11E,13Z,16Z,19Z)-10-hydroperoxydocosahexaenoic acid, obtained by deprotonation of the carboxy group; major species at pH 7.3 It is a docosanoid anion, a hydroperoxy polyunsaturated fatty acid anion and a long-chain fatty acid anion. It derives from a (4Z,7Z,10Z,13Z,16Z,19Z)-docosahexaenoate. It is a conjugate base of a (4Z,7Z,11E,13Z,16Z,19Z)-10-hydroperoxydocosahexaenoic acid.